4-(naphthalen-2-yl)phenylboronic acid C1=C(C=CC2=CC=CC=C12)C1=CC=C(C=C1)B(O)O